methyl 3-((4-fluorophenyl)ethynyl)-4-(N-((1-methyl-1H-pyrazol-3-yl)methyl)sulfamoyl)benzoate FC1=CC=C(C=C1)C#CC=1C=C(C(=O)OC)C=CC1S(NCC1=NN(C=C1)C)(=O)=O